vinylthiophene-2-carboxamide C(=C)C1=C(SC=C1)C(=O)N